FC(C(=O)O)(F)F.FC(C(=O)O)(F)F.[C@H]12CN(C[C@H](CC1)N2)C2=NC(=NC1=CC(=C(C=C21)OC2=C(C=C(C=C2)OC)Cl)C2=CC(=CC1=CC=CC=C21)O)OC[C@H]2N(CCC2)C 4-(4-((1R,5S)-3,8-diazabicyclo[3.2.1]octan-3-yl)-6-(2-chloro-4-methoxyphenoxy)-2-(((S)-1-methylpyrrolidin-2-yl)methoxy)quinazolin-7-yl)naphthalen-2-ol bis(2,2,2-trifluoroacetate)